N-[[3,5-dichloro-4-(2,6-dioxo-3-piperidyl)phenyl]methyl]-2-(1H-indazol-5-yl)-2-methyl-propanamide ClC=1C=C(C=C(C1C1C(NC(CC1)=O)=O)Cl)CNC(C(C)(C)C=1C=C2C=NNC2=CC1)=O